6-((1-acetylpiperidin-4-yl)amino)-N-(3-(3,4-dihydroisoquinolin-2(1H)-yl)-4-hydroxy-cyclopentyl)pyrimidine-4-carboxamide C(C)(=O)N1CCC(CC1)NC1=CC(=NC=N1)C(=O)NC1CC(C(C1)O)N1CC2=CC=CC=C2CC1